5-cyclopropyl-2-fluorobenzoic acid C1(CC1)C=1C=CC(=C(C(=O)O)C1)F